2-(5-chloro-2-fluorophenyl)-4-[(4-pyridinyl)amino]pteridine ClC=1C=CC(=C(C1)C1=NC2=NC=CN=C2C(=N1)NC1=CC=NC=C1)F